1-(pyrazin-2-ylmethyl)benzo[d]imidazole-5-amine N1=C(C=NC=C1)CN1C=NC2=C1C=CC(=C2)N